3-bromo-2-(fluoromethyl)pyridine BrC=1C(=NC=CC1)CF